1-(3-(5-amino-3-(2-chloro-4-((4-methoxypyridin-2-yl)oxy)phenyl)imidazo[1,5-c]pyrimidin-1-yl)piperidin-1-yl)prop-2-en-1-one NC1=NC=CC=2N1C(=NC2C2CN(CCC2)C(C=C)=O)C2=C(C=C(C=C2)OC2=NC=CC(=C2)OC)Cl